BrC1=C(N=C(O1)CCC(=O)OC)C1=CC=C(C=C1)F methyl 3-[5-bromo-4-(4-fluorophenyl)-1,3-oxazol-2-yl]propanoate